ClC=1C=C2C(=CC1)N(C(C21CCN(CC1)CCOC=1C=C2CNC(C2=CC1)=O)=O)COCC[Si](C)(C)C 5-chloro-1'-[2-(1-oxo-5-isoindolinyloxy)ethyl]-1-{[2-(trimethylsilyl)ethoxy]methyl}spiro[indoline-3,4'-piperidin]-2-one